3',5-Dipropenyl-3-[(S)-2,6-diamino-1-hexanoyl]amino-2,4'-dihydroxy-1,1'-biphenyl dihydrochloride Cl.Cl.C(=CC)C=1C=C(C=CC1O)C1=C(C(=CC(=C1)C=CC)NC([C@H](CCCCN)N)=O)O